7-[2-(4-morpholinyl)ethoxy]-quinoline N1(CCOCC1)CCOC1=CC=C2C=CC=NC2=C1